CC1=C(C=C(C=C1)NC(CC1=NC=C2C=CC(=NC2=C1)C1=CC=CC(=N1)N1CCN(C2(CC2)C1)C(=O)OC(C)(C)C)=O)S(=O)(=O)C tert-butyl 7-(6-(7-(2-((4-methyl-3-(methylsulfonyl)phenyl)amino)-2-oxoethyl)-1,6-naphthyridin-2-yl)pyridin-2-yl)-4,7-diazaspiro[2.5]octane-4-carboxylate